PYRROLE-3-CARBOXYLIC ACID N1C=C(C=C1)C(=O)O